1-benzyl-2-(cyclohexylmethyl)-4-(methylsulfonyl)piperazine C(C1=CC=CC=C1)N1C(CN(CC1)S(=O)(=O)C)CC1CCCCC1